5-(2-aminopyrimidin-4-yl)-2-phenyl-1H-pyrrole-3-carboxamide NC1=NC=CC(=N1)C1=CC(=C(N1)C1=CC=CC=C1)C(=O)N